C(C)(C)(C)OC(=O)N[C@@H](CC(=O)N1CC=2N(CC1)C(=NC2C(=O)OC)C(F)(F)F)CC2=C(C=C(C(=C2)F)F)F methyl (R)-7-(3-((tert-butoxycarbonyl) amino)-4-(2,4,5-trifluorophenyl) butanoyl)-3-(trifluoromethyl)-5,6,7,8-tetrahydroimidazo[1,5-a]pyrazine-1-carboxylate